ClC1=NC=C(C(=N1)NC1=CC=CC=C1)N 2-chloro-N4-phenylpyrimidine-4,5-diamine